FC(C1=CC2=C(SC(=C2)C(=O)OC2=C(C(=C(C(=C2F)F)F)F)F)C=C1)P(O)(O)=O (fluoro(2-((perfluorophenoxy)carbonyl)benzo[b]thiophen-5-yl)methyl)phosphonic acid